BrC=1C=CC=C2CNC(NC12)=S 8-bromo-3,4-dihydroquinazolin-2(1H)-thione